FC=1C(=NC(=NC1)N)C1=CNC2=CC(=CC=C12)C fluoro-4-(6-methyl-1H-indol-3-yl)pyrimidine-2-amine